sorbitol tetra-acrylate C(C=C)(=O)O.C(C=C)(=O)O.C(C=C)(=O)O.C(C=C)(=O)O.OC[C@H](O)[C@@H](O)[C@H](O)[C@H](O)CO